undecylic acid hydrazide C(CCCCCCCCCC)(=O)NN